(S)-N-(4-(3-bromophenyl)thiazol-2-yl)-1-(1,1-dioxido-2,3-dihydro-5H-benzo[e][1,4]oxathiepine-8-carbonyl)pyrrolidine-2-carboxamide BrC=1C=C(C=CC1)C=1N=C(SC1)NC(=O)[C@H]1N(CCC1)C(=O)C=1C=CC2=C(S(CCOC2)(=O)=O)C1